[Si]([O-])([O-])([O-])[O-].[Na+].[Na+].[Na+].[Na+] Natrium orthosilicat